benzimidazole-1-carboxylate N1(C=NC2=C1C=CC=C2)C(=O)[O-]